bis(triisopropylsilylethynyl)benzo[1,2-b:4,5-b']dithiophene C(C)(C)[Si](C(C)C)(C(C)C)C#CC=1C=2C(SC1C#C[Si](C(C)C)(C(C)C)C(C)C)=CC1=C(SC=C1)C2